1,1,2,2-Tetrafluoroethene FC(=C(F)F)F